tert-butyl (1-(5-cyclopropyl-3,6-dimethoxypyridin-2-yl)butan-2-yl)carbamate C1(CC1)C=1C=C(C(=NC1OC)CC(CC)NC(OC(C)(C)C)=O)OC